Methyl 2,3,6-trifluoro-4-(4,4,5,5-tetramethyl-1,3,2-dioxaborolan-2-yl)benzoate FC1=C(C(=O)OC)C(=CC(=C1F)B1OC(C(O1)(C)C)(C)C)F